(2-ethyl-6-chloro-1,4-phenylene) ether C(C)C1=C2C(=CC(=C1)O2)Cl